S-Sulfo-L-cysteine-sodium salt [Na+].S(=O)(=O)([O-])SC[C@H](N)C(=O)[O-].[Na+]